C=1N=CN2C1C1=CC=CC=C1[C@@H]2[C@]2(COCC2)O (R)-3-((R)-5H-Imidazo[5,1-a]isoindol-5-yl)tetrahydrofuran-3-ol